Cl.N[C@@H]1CN(C[C@H](C1)F)C1=CC(=NC=C1C=1C=NN(C1)CC(F)(F)F)NC1=NC(=NC=C1)C1=C(C=CC=C1OC)F N-(4-((3S,5S)-3-amino-5-fluoropiperidin-1-yl)-5-(1-(2,2,2-trifluoroethyl)-1H-pyrazol-4-yl)pyridin-2-yl)-2-(2-fluoro-6-methoxyphenyl)pyrimidin-4-amine hydrochloride